1-[3-[(tert-butyldimethylsilyl)oxy]-6-fluoro-2,3-dihydro-1H-inden-4-yl]-1-[1-(triphenylmethyl)imidazol-4-yl]ethanol [Si](C)(C)(C(C)(C)C)OC1CCC2=CC(=CC(=C12)C(C)(O)C=1N=CN(C1)C(C1=CC=CC=C1)(C1=CC=CC=C1)C1=CC=CC=C1)F